4-(2-(2-(4,4-difluoropiperidin-1-yl)-6-methylpyridin-4-yl)-2H-1,2,3-triazol-4-yl)-3-(6-azaspiro[2.5]oct-6-yl)aniline FC1(CCN(CC1)C1=NC(=CC(=C1)N1N=CC(=N1)C1=C(C=C(N)C=C1)N1CCC2(CC2)CC1)C)F